C(C)C1=CC=C(CNC(N)=S)C=C1 N'-(4-ethylbenzyl)thiourea